(2-amino-4-(trifluoromethoxy)phenyl)methanone NC1=C(C=CC(=C1)OC(F)(F)F)C=O